C(CCC)SC1=NN2C(N=C(C=C2C(F)(F)F)C2=CC=C(C=C2)OC)=N1 2-(butylsulfanyl)-5-(4-methoxyphenyl)-7-(trifluoromethyl)-[1,2,4]triazolo[1,5-a]pyrimidine